P(=O)(OC1=C2C(=CNC2=CC=C1)CCN(C)C)(O)O [3-[2-Dimethylaminoethyl]-1H-indol-4-yl] dihydrogen phosphate